C(C)(C)(C)OC(=O)NCCCC(CN1C(=NC2=C1C(=CC=C2)C(N(C)C)=O)NC(=O)C=2C=C(C(=O)O)C=CC2)C 3-((1-(5-((tert-butoxycarbonyl)amino)-2-methylpentyl)-7-(dimethylcarbamoyl)-1H-benzo[d]imidazol-2-yl)carbamoyl)benzoic acid